4-bromo-3-(methylsulfonyl)benzoic acid BrC1=C(C=C(C(=O)O)C=C1)S(=O)(=O)C